N-{3-methyl-[1,2,4]triazolo[4,3-a]pyridin-6-yl}acetamide CC1=NN=C2N1C=C(C=C2)NC(C)=O